C(=C)C1=C(NC=C1)C=CC(=O)N vinylpyrrole-acrylamide